C1(=CC=CC=C1)NC1CCC(CC1)=O 4-(phenylamino)cyclohexan-1-one